ClC1=C2C(=[N+](C=C1)[O-])C=CN2 7-chloro-1H-pyrrolo[3,2-b]pyridine 4-oxide